4-(6-((2R)-2-(2-isopropylphenyl)-4-((octahydro-5H-2,5-methanoinden-5-yl)methyl)piperazin-1-yl)-2-azaspiro[3.3]heptan-2-yl)benzamide C(C)(C)C1=C(C=CC=C1)[C@H]1N(CCN(C1)CC12CC3CC(CC3CC1)C2)C2CC1(CN(C1)C1=CC=C(C(=O)N)C=C1)C2